ClC(C=O)=CC1=NC=CC=N1 2-chloro-3-(pyrimidin-yl)prop-2-en-1-one